morpholinium sodium chloride [Cl-].[Na].[NH2+]1CCOCC1